N1CCC(CC1)OCC(=O)OCC ethyl 2-(4-piperidyloxy)acetate